OCCOC1=CC=C(C=C1)C1(CCCC1)C1=CC=C(C=C1)OCCO 1,1-bis[4-(2-hydroxyethoxy)phenyl]cyclopentane